C(C=C)(=O)N1CCC(CC1)CC1=C2C(=C(NC2=C(C=C1F)C(=O)N)C(F)(F)F)C 4-((1-acryloylpiperidin-4-yl)methyl)-5-fluoro-3-methyl-2-(trifluoromethyl)-1H-indole-7-carboxamide